[Si](C)(C)(C(C)(C)C)OCCCN(CC(CCCCCC\C=C/CCCCCCCC)O)CC(CCCCCC\C=C/CCCCCCCC)O (9Z,9'Z)-1,1'-((3-((tert-butyldimethylsilyl)oxy)propyl)azanediyl)bis(octadec-9-en-2-ol)